FC(C(=O)O)(F)F.FC1=CC=2C(C=C(OC2C2=C1NC(=N2)C(F)(F)F)C2CNCC2)=O 4-fluoro-8-(pyrrolidin-3-yl)-2-(trifluoromethyl)chromeno[7,8-d]imidazol-6(3H)-one trifluoroacetate